methylenemethanedisulfonate C=C(S(=O)(=O)[O-])S(=O)(=O)[O-]